ClC=1C(=C(C(=CC1)C(F)F)C=1N=C(C(=NC1)C(=O)NC=1C=NN(C1)C(C)C=1C(=NC(=NC1)N1C([C@@H]2C[C@@H]2C1)=O)C)C)F (3-chloro-6-(difluoromethyl)-2-fluorophenyl)-3-methyl-N-(1-(1-(4-methyl-2-((1r,5s)-2-oxo-3-azabicyclo[3.1.0]hex-3-yl)pyrimidin-5-yl)ethyl)-1H-pyrazol-4-yl)pyrazine-2-carboxamide